BrC1=CC=C(C(=N1)OC1=CC=C(C=C1)C(C)(C)C1=CC=C(OC2CC(C2)NC(OC(C)(C)C)=O)C=C1)F tert-butyl ((1r,3r)-3-(4-(2-(4-((6-bromo-3-fluoropyridin-2-yl)oxy)phenyl)propan-2-yl)phenoxy)cyclobutyl)carbamate